C(C)(C)(C)OC(=O)N(C1=C2N=CN(C2=NC=N1)CC1=C(C=C(C=C1Br)Cl)N1CC(CC1)(NC(=O)OC(C)(C)C)CCC(=O)OCC)C(=O)OC(C)(C)C ethyl 3-(1-(2-((6-(bis(tert-butoxycarbonyl)amino)-9H-purin-9-yl)methyl)-3-bromo-5-chlorophenyl)-3-((tert-butoxycarbonyl)amino) pyrrolidin-3-yl)propanoate